FC=1C=C(C=C2CC(CC12)C=O)CC(C(=O)N)(C)O (7-fluoro-2-formyl-indan-5-yl)-2-hydroxy-2-methyl-propanamide